(((Rel-(3R,5S)-1-(tert-Butoxycarbonyl)piperidine-3,5-diyl)bis(oxy))bis(2-oxoethane-2,1-diyl))bis(propane-2,1,3-triyl) tetranonanoate C(CCCCCCCC)(=O)OCC(COC(CCCCCCCC)=O)CC(=O)O[C@H]1CN(C[C@H](C1)OC(CC(COC(CCCCCCCC)=O)COC(CCCCCCCC)=O)=O)C(=O)OC(C)(C)C |o1:29,33|